1,1-cyclopentanedicarboxylate C1(CCCC1)(C(=O)[O-])C(=O)[O-]